5-(1-(2,2-difluoroethyl)-2-methyl-1H-imidazo[4,5-b]pyridin-6-yl)-N-(oxetan-3-yl)pyrrolo[2,1-f][1,2,4]triazin-2-amine FC(CN1C(=NC2=NC=C(C=C21)C=2C=CN1N=C(N=CC12)NC1COC1)C)F